2-[(S)-8-((R)-3-Methyl-morpholin-4-yl)-6-oxo-2-trifluoromethyl-3,4-dihydro-2H,6H-pyrimido[1,2-a]-pyrimidin-1-yl]-acetamide C[C@H]1N(CCOC1)C=1N=C2N(CC[C@H](N2CC(=O)N)C(F)(F)F)C(C1)=O